tert-Butyl (S)-4-(4-bromo-5-fluoro-3-methyl-1H-indazole-7-carbonyl)-3-(2-hydroxyethyl)piperazine-1-carboxylate BrC1=C2C(=NNC2=C(C=C1F)C(=O)N1[C@H](CN(CC1)C(=O)OC(C)(C)C)CCO)C